N1CC[C@@H](C2=NC=CC=C12)CNC(OC(C)(C)C)=O |r| rac-tert-butyl [(1,2,3,4-tetrahydro-1,5-naphthyridin-4-yl)methyl]carbamate